6-(2-methylbutoxy)-4-(6-(4-(pyridin-2-ylmethyl)piperazin-1-yl)pyridin-3-yl)pyrazolo[1,5-a]pyridine-3-carbonitrile CC(COC=1C=C(C=2N(C1)N=CC2C#N)C=2C=NC(=CC2)N2CCN(CC2)CC2=NC=CC=C2)CC